[Pd+2].ClC1=C(C(=C(C=C1)C)P(C1=C(C=CC=C1)C)C1=C(C=CC=C1)C)CC=CC chloro(crotyl)(tri-o-tolylphosphine) palladium(II)